The molecule is a semisynthetic first-generation cephalosporin antibiotic having methyl and beta-(2R)-2-amino-2-phenylacetamido groups at the 3- and 7- of the cephem skeleton, respectively. It is effective against both Gram-negative and Gram-positive organisms, and is used for treatment of infections of the skin, respiratory tract and urinary tract. It has a role as an antibacterial drug. It is a cephalosporin, a semisynthetic derivative and a beta-lactam antibiotic allergen. It is a conjugate acid of a cephalexin(1-). CC1=C(N2[C@@H]([C@@H](C2=O)NC(=O)[C@@H](C3=CC=CC=C3)N)SC1)C(=O)O